1-(3-(1H-imidazol-4-yl)-2-(1-(4-methoxybenzyl)-3-(trifluoromethyl)-1H-1,2,4-triazol-5-yl)imidazo[1,2-a]pyrimidin-7-yl)ethan-1-ol N1C=NC(=C1)C1=C(N=C2N1C=CC(=N2)C(C)O)C2=NC(=NN2CC2=CC=C(C=C2)OC)C(F)(F)F